tert-butyl (2-amino-5-((2-(dimethylamino)ethyl)(methyl)amino)-4-methoxyphenyl)carbamate NC1=C(C=C(C(=C1)OC)N(C)CCN(C)C)NC(OC(C)(C)C)=O